C1(CC1)[C@@H]1CCC=2C(=NC(=CC2C2=C(C=C(C=C2)F)F)C(=O)O)O1 (S)-2-cyclopropyl-5-(2,4-difluorophenyl)-3,4-dihydro-2H-pyrano[2,3-b]Pyridine-7-carboxylic acid